OC1(CCN(CC1)C(=O)O)C1=CC=CC=2NC(OC21)=O.C(C)(C)(C)C2N(CCC(C2)C2=CC=CC=1N(C(OC12)=O)C)C(=O)NCCCCC1=CC=CC=C1 tert-butyl-4-(3-methyl-2-oxo-1,3-benzoxazol-7-yl)-N-(4-phenylbutyl)piperidine-1-carboxamide 4-hydroxy-4-(2-oxo-3H-1,3-benzoxazol-7-yl)piperidine-1-carboxylate